(2S)-1-{[4-(4-amino-2-fluorophenoxy)-1-(2-methoxy-5-methylphenyl)pyrazolo[3,4-b]Pyridin-3-yl]Amino}propan-2-ol NC1=CC(=C(OC2=C3C(=NC=C2)N(N=C3NC[C@H](C)O)C3=C(C=CC(=C3)C)OC)C=C1)F